6-(6-acetylquinolin-4-ylamino)-N-(4-(pyridin-4-ylamino)phenyl)nicotinamide tert-Butyl-(2R,3S)-3-fluoro-2-(hydroxymethyl)pyrrolidine-1-carboxylate C(C)(C)(C)OC(=O)N1[C@@H]([C@H](CC1)F)CO.C(C)(=O)C=1C=C2C(=CC=NC2=CC1)NC1=NC=C(C(=O)NC2=CC=C(C=C2)NC2=CC=NC=C2)C=C1